(2R,3S)-1,4-bis(2-morpholinoethylthio)butane-2,3-diol O1CCN(CC1)CCSC[C@@H]([C@@H](CSCCN1CCOCC1)O)O